normal propyl bromide C(CC)Br